4-((6-cyano-4-(2-(cyclopropanecarboxamido)pyrazolo[1,5-a]pyridin-5-yl)pyridin-3-yl)oxy)-2-(trifluoromethyl)piperidine-1-carboxylate C(#N)C1=CC(=C(C=N1)OC1CC(N(CC1)C(=O)[O-])C(F)(F)F)C1=CC=2N(C=C1)N=C(C2)NC(=O)C2CC2